Stearoyl-13C18-CoA [13C]([13CH2][13CH2][13CH2][13CH2][13CH2][13CH2][13CH2][13CH2][13CH2][13CH2][13CH2][13CH2][13CH2][13CH2][13CH2][13CH2][13CH3])(=O)SCCNC(CCNC([C@@H](C(COP(OP(OC[C@@H]1[C@H]([C@H]([C@@H](O1)N1C=NC=2C(N)=NC=NC12)O)OP(=O)(O)O)(=O)O)(=O)O)(C)C)O)=O)=O